3-(3-(2-((3-(2-carboxy-2-(pyrrolidin-3-yl)ethyl)benzyl)amino)-2-oxoethyl)phenyl)-2-(pyrrolidin-3-yl)propanoic acid C(=O)(O)C(CC=1C=C(CNC(CC=2C=C(C=CC2)CC(C(=O)O)C2CNCC2)=O)C=CC1)C1CNCC1